Cl.Cl.CC1=CC(=NC=C1)[C@@H](C)N |r| rac-1-(4-methylpyridin-2-yl)ethanamine dihydrochloride